C1(=NC=CC2=CC=CC=C12)COC1=CC=CC(=N1)C1CCN(CC1)CC1=NC2=C(N1C[C@H]1OCC1)C=C(C=C2)C(=O)O (S)-2-((4-(6-(isoquinolin-1-ylmethoxy)pyridin-2-yl)piperidin-1-yl)methyl)-1-(Oxetan-2-ylmethyl)-1H-benzo[d]imidazole-6-carboxylic acid